CC1=C(C=CC(=C1)OC(F)(F)F)N1CN(C(C2=C1N=CC(=C2)C(F)(F)F)=O)C2=CNC(C=C2)=O 1-(2-methyl-4-(trifluorometh-oxy)phenyl)-3-(6-oxo-1,6-dihydropyridin-3-yl)-6-(trifluoromethyl)-2,3-dihydropyrido[2,3-d]pyrimidin-4(1H)-one